Cl.N[C@H](C(=O)N1[C@@H](C[C@@H](C1)O)C(=O)NCC1=CC=C(C=C1)C1=C(N=CS1)C)C(C)(C)C (2S,4S)-1-((S)-2-amino-3,3-dimethylbutanoyl)-4-hydroxy-N-(4-(4-methylthiazol-5-yl)benzyl)pyrrolidine-2-carboxamide hydrochloride salt